N1-(4-amino-2-methoxybenzyl)-N2,N2-diethylethane-1,2-diamine NC1=CC(=C(CNCCN(CC)CC)C=C1)OC